6-[8-(difluoromethyl)-2-methyl-imidazo[1,2-b]pyridazin-6-yl]-4-fluoro-2-(4-piperidinyl)benzotriazole FC(C=1C=2N(N=C(C1)C=1C=C(C=3C(=NN(N3)C3CCNCC3)C1)F)C=C(N2)C)F